4-Cyano-6-(1H-imidazol-1-yl)-N-((1r,4r)-4-(2-methoxyethoxy)cyclohexyl)picolinamide C(#N)C1=CC(=NC(=C1)N1C=NC=C1)C(=O)NC1CCC(CC1)OCCOC